C(C)N1CC(=CC1)O 1-Ethyl-3-hydroxy-1,5-dihydro-2H-pyrrol